BrC1=CC=C(C=C1)C1=CC(=CC(=C1)C)C 4'-bromo-3,5-dimethyl-[1,1'-biphenyl]